CN1CCC(CC1)NC=1N=C(C2=C(N1)N=C(C=C2)C=2C=NC=CC2)N N2-(1-methylpiperidin-4-yl)-7-(pyridin-3-yl)pyrido[2,3-d]pyrimidine-2,4-diamine